P1(=O)(OC2=C(C3=CC=CC=C3C=C2)C2=C(C=CC3=CC=CC=C23)O1)[O-] (R)-(-)-1,1'-binaphthyl-2,2'-diyl monophosphate